FC(C(=O)O)(F)F.FC1=C(C=CC(=C1)F)S(=O)(=O)NC=1C(=NC=C(C1)C1=NC2=C(C=CC=C2C=C1)N1CCNCC1)OC 2,4-difluoro-N-(2-methoxy-5-(8-(piperazin-1-yl)quinolin-2-yl)pyridin-3-yl)benzenesulfonamide trifluoroacetic acid Salt